C(C1=CC=CC=C1)NC(C([C@H](C[C@H]1C(NCC1)=O)NC(C(CC1CC1)N1C(C(=CC=C1)NC(OC(C)(C)C)=O)=O)=O)=O)=O tert-Butyl (1-(1-(((S)-4-(benzylamino)-3,4-dioxo-1-((S)-2-oxopyrrolidin-3-yl)butan-2-yl)amino)-3-cyclopropyl-1-oxopropan-2-yl)-2-oxo-1,2-dihydropyridin-3-yl)carbamate